OC[C@]1(O[C@H](CNC1)N1C(N=C(C=C1)C1=C(C(=O)N)C=CC=C1)=O)CO[Si](C(C)C)(C(C)C)C(C)C [1-[(2R,6S)-6-(hydroxymethyl)-6-(triisopropylsilyloxymethyl)morpholin-2-yl]-2-oxo-pyrimidin-4-yl]benzamide